CC(=O)C1=C([O-])C=C(C)OC1=O.[Na+] sodium dehydroacetate